methyl (S)-5-((3-bromo-7-((1-((tert-butyldiphenylsilyl)-oxy)hexan-3-yl)amino)-5-((methoxycarbonyl)amino)-1H-pyrazolo[4,3-d]pyrimidin-1-yl) methyl)-6-methoxynicotinate BrC1=NN(C2=C1N=C(N=C2N[C@H](CCO[Si](C2=CC=CC=C2)(C2=CC=CC=C2)C(C)(C)C)CCC)NC(=O)OC)CC=2C(=NC=C(C(=O)OC)C2)OC